[1-(2-Methyl-5a,7,8,9a-tetrahydro-6H-9-oxa-1,3a,4-triaza-cyclopenta[a]naphthalen-5-yl)-piperidin-3-ylmethyl]-carbamic acid tert-butyl ester C(C)(C)(C)OC(NCC1CN(CCC1)C1=NN2C(C3OCCCC13)=NC(=C2)C)=O